9-fluoro-3-[2-(1-{[5-methyl-3-(trifluoromethyl)-1H-pyrazol-1-yl]acetyl}piperidin-4-yl)-1,3-thiazol-4-yl]-1,5-dihydro-2,4-benzodioxepin-6-yl methane-sulfonate CS(=O)(=O)OC1=CC=C(C=2COC(OCC21)C=2N=C(SC2)C2CCN(CC2)C(CN2N=C(C=C2C)C(F)(F)F)=O)F